C(C)(C)OC(=O)[C@@H]1OCC[C@@H](C1)O |r| (±)-cis-4-hydroxytetrahydro-2H-pyran-2-carboxylic acid isopropyl ester